3,3-dimethyl-1H-pyrrolo[2,3-b]pyridin-2-one CC1(C(NC2=NC=CC=C21)=O)C